(diphenyltriazinyl)[(dimethylfluorenyl)dibenzoselenophenyl]benzene sodium calcium diphosphate [O-]P([O-])(=O)OP(=O)([O-])O.[Ca+2].[Na+].C1(=CC=CC=C1)C1=C(C(=NN=N1)C1=C(C=CC=C1)C1=C(C=CC=2[Se]C3=C(C21)C=CC=C3)C3=C(C(=CC=2C1=CC=CC=C1CC32)C)C)C3=CC=CC=C3